CC1(C2=CC=CC=C2N(C=2C=CC=CC12)C1=CC2=C(C3=NC4=CC(=C(C=C4N=C3C3=C2C=C(C=C3)N3C=2C=CC=CC2C(C2=CC=CC=C32)(C)C)F)F)C=C1)C 3,6-bis(9,9-dimethylacridin-10-yl)-11,12-Difluorodibenzo[a,c]phenazine